O=S.[Cu].[Pd] palladium copper oxysulfide